N(C1=CC=CC=C1)CC(CN1C(N(C(C1=O)(C)C)CN1C(N(C(C1(C)C)=O)CC(CNC1=CC=CC=C1)O)=O)=O)O 3-(3-anilino-2-hydroxypropyl)-1-[[3-(3-anilino-2-hydroxypropyl)-5,5-dimethyl-2,4-dioxoimidazolidin-1-yl]methyl]-5,5-dimethylimidazolidine-2,4-dione